1-N-tetracosyl-2-pyrrolidone C(CCCCCCCCCCCCCCCCCCCCCCC)N1C(CCC1)=O